ClC=1C(=CC2=C([C@@H]([C@](O2)(C2=CC=CC=C2)CNC2CCC(CC2)(C)O)C)C1C1=C(C(=O)N)C=CC(=C1F)OC[C@H](C)O)F 2-((2S,3S)-5-Chloro-6-fluoro-2-((((1r,4S)-4-hydroxy-4-methylcyclohexyl)amino)methyl)-3-methyl-2-phenyl-2,3-dihydrobenzofuran-4-yl)-3-fluoro-4-((S)-2-hydroxypropoxy)benzamide